FC1=CC=C(C=C1)C(C(C)=O)O 1-(4-fluorophenyl)-1-hydroxypropan-2-one